(2S,4r)-1-[(2S)-2-(4-cyclopropyl-triazol-1-yl)-3,3-dimethyl-butyryl]-4-hydroxy-N-(2-imidazol-1-yl-2-methyl-propyl)pyrrolidine-2-carboxamide C1(CC1)C=1N=NN(C1)[C@H](C(=O)N1[C@@H](C[C@H](C1)O)C(=O)NCC(C)(C)N1C=NC=C1)C(C)(C)C